bisstearoyl-ethylenediamide tert-butyl-((2S)-1-((1-(benzo[d][1,3]dioxol-5-yl)propan-2-yl)(methyl)amino)-1-oxopropan-2-yl)carbamate C(C)(C)(C)N(C([O-])=O)[C@H](C(=O)N(C)C(CC1=CC2=C(OCO2)C=C1)C)C.C(CCCCCCCCCCCCCCCCC)(=O)[N-]CC[N-]C(CCCCCCCCCCCCCCCCC)=O